3-(4-(1H-pyrazol-4-yl)phenyl)-1-(3-(trifluoromethoxy)benzyl)-8-oxa-1,3-diazaspiro[4.5]decan-2-one N1N=CC(=C1)C1=CC=C(C=C1)N1C(N(C2(C1)CCOCC2)CC2=CC(=CC=C2)OC(F)(F)F)=O